O1CCN(CC1)CC1=NC(=NC(=C1)NC=1SC(=CN1)C=1N=NN(N1)C1=CC=CC=C1)NC1CCC(CC1)O (1R,4R)-4-((4-(morpholinomethyl)-6-((5-(2-phenyl-2H-tetrazol-5-yl)thiazol-2-yl)amino)pyrimidine-2-yl)amino)cyclohexan-1-ol